1,3-dibutyryl-2-methylpropane C(CCC)(=O)CC(CC(CCC)=O)C